NC1=C(N=C(C(=N1)N1CCC2(CC1)[C@@H](C=1C(=NC=CC1)C2)N)F)SC2=C(C(=NC=C2)N)Cl (S)-1'-(6-amino-5-((2-amino-3-chloropyridin-4-yl)thio)-3-fluoropyrazin-2-yl)-5,7-dihydrospiro[cyclopenta[b]pyridine-6,4'-piperidin]-5-amine